methyl (2S)-2-[2-[2-bromo-4-fluoro-5-[3-methyl-2,6-dioxo-4-(trifluoromethyl)pyrimidin-1-yl]phenoxy]phenoxy]-2-methoxy-acetate BrC1=C(OC2=C(O[C@@H](C(=O)OC)OC)C=CC=C2)C=C(C(=C1)F)N1C(N(C(=CC1=O)C(F)(F)F)C)=O